NC(C(C1CC=2N(CC1)C=NN2)NC(OC(C)(C)C)=O)=O tert-butyl (2-amino-2-oxo-1-(5,6,7,8-tetrahydro-[1,2,4]triazolo[4,3-a]pyridin-7-yl)ethyl)carbamate